C(#N)[C@H]1N(CCC1)C(CN1C[C@H](CC1)C=1OC2=C(C1C(=O)N)C(=CC=C2)O)=O ((S)-1-(2-((S)-2-cyanopyrrolidin-1-yl)-2-oxoethyl)pyrrolidin-3-yl)-4-hydroxybenzofuran-3-carboxamide